(-)-(S)-1,8-p-menthadiene-7-ol C1(=CC[C@H](CC1)C(=C)C)CO